FC(OC1=CC(=NC=N1)CN)F (6-(difluoromethoxy)pyrimidin-4-yl)methanamine